P(O)(=O)(OP(=O)(O)OP(=O)(O)O)OC[C@@H]1[C@H]([C@H]([C@@](O1)(C1=CNC(=O)NC1=O)C)O)O methyl-pseudouridine 5'-triphosphate